CNCC1=NC=NC=C1 N-methyl-1-pyrimidin-4-yl-methanamine